FC(C1=C(C=C2CCCN(C2=C1)C1=CC2=C(N(C(N2C)=O)C)C(=C1)C(C)C)C=1C=CC(=NC1)C(=O)OC)F methyl 5-(7-(difluoromethyl)-1-(7-isopropyl-1,3-dimethyl-2-oxo-2,3-dihydro-1H-benzo[d]imidazol-5-yl)-1,2,3,4-tetrahydroquinolin-6-yl)picolinate